N(=[N+]=[N-])C1=C(C=O)C=C(C(=C1)C1CC1)[N+](=O)[O-] 2-azido-4-cyclopropyl-5-nitro-benzaldehyde